FC12CC(C1)(C2)CO (3-fluorobicyclo[1.1.1]pentan-1-yl)methanol